C(#N)CC1=C(C=CC=C1)CN1CC(N(C(C1)C)C(C(C)C)=O)C(=O)NCC1=CC=C(C=C1)C=1OC=CC1 4-{[2-(cyanomethyl)phenyl]methyl}-N-{[4-(furan-2-yl)phenyl]methyl}-6-methyl-1-(2-methylpropanoyl)piperazine-2-carboxamide